7-hydroxy-2-oxo-6-(2-fluorophenyl)-2H-benzopyran-3-carboxylic acid OC1=CC2=C(C=C(C(O2)=O)C(=O)O)C=C1C1=C(C=CC=C1)F